3-(benzyloxy)-5a-(4-bromophenyl)-8,8a-dihydroxy-6-phenyl-5a,7,8,8a-tetrahydro-6H-cyclopenta[4,5]furo[3,2-b]pyridine-7-carboxylic acid C(C1=CC=CC=C1)OC=1C=C2C(=NC1)C1(C(O2)(C(C(C1O)C(=O)O)C1=CC=CC=C1)C1=CC=C(C=C1)Br)O